ClC=1N=C(C2=C(N1)CCCS2)NC2(CCC2)CO 2-Chloro-4-((1-(hydroxymethyl)cyclobutyl)amino)-7,8-dihydro-6H-thiopyrano[3,2-d]pyrimidine